tert-Butyl 7-(8-((tert-butoxycarbonyl)amino)-3-(3-ethylureido)-7-fluoroisoquinolin-6-yl)-8-methyl-2,3-dihydro-1H-pyrido[2,3-b][1,4]oxazine-1-carboxylate C(C)(C)(C)OC(=O)NC=1C(=C(C=C2C=C(N=CC12)NC(=O)NCC)C1=C(C2=C(OCCN2C(=O)OC(C)(C)C)N=C1)C)F